3-[1-(2-fluoro-6-nitrophenyl)piperidin-4-yl]methyl-6-oxa-3-azabicyclo[3.1.1]heptane FC1=C(C(=CC=C1)[N+](=O)[O-])N1CCC(CC1)CN1CC2OC(C1)C2